CC(CC(C)C)NC1=CC=C(C=C1)NC(CC(C)C)C N,N'-bis(1,3-dimethyl-butyl)-1,4-phenylenediamine